3-(3-(trifluoromethoxy)phenyl)-1H-1,2,4-triazole FC(OC=1C=C(C=CC1)C1=NNC=N1)(F)F